Cl\C(=C/C1SCCCS1)\C1=CC2=CC=CC=C2C=C1 (Z)-2-(2-chloro-2-(naphthalen-2-yl)vinyl)-1,3-dithiane